[C@@H]12OC[C@@H](N(C1)C1=NC=3N(C=C1)N=CC3C(=O)O)C2 5-((1S,4S)-2-oxa-5-azabicyclo[2.2.1]heptan-5-yl)pyrazolo[1,5-a]pyrimidine-3-carboxylic acid